N1=CC(=CC=C1)C=1[C@]2(C)[C@@H](CC1)[C@@H]1CC=C3C[C@H](CC[C@]3(C)[C@H]1CC2)CC(=O)[O-] 17-(3-pyridyl)androsta-5,16-diene-3β-acetate